C(#N)P1(=NP=NP=N1)OC1=CC=CC=C1 cyano-phenoxycyclotriphosphazene